1-[4-[[3-(3-fluoro-4-methoxyphenyl)imidazo[1,2-a]pyrazin-8-yl]amino]-2-methylbenzoyl]-N-methyl-N-[(2S,3R,4R,5R)-2,3,4,5,6-pentahydroxyhexyl]piperidine-4-carboxamide FC=1C=C(C=CC1OC)C1=CN=C2N1C=CN=C2NC2=CC(=C(C(=O)N1CCC(CC1)C(=O)N(C[C@@H]([C@H]([C@@H]([C@@H](CO)O)O)O)O)C)C=C2)C